1-((4-(morpholine-4-carbonyl)phenyl)amino)-3-(piperidin-4-yl)imidazo[1,5-a]pyrazin-8(7H)-one N1(CCOCC1)C(=O)C1=CC=C(C=C1)NC=1N=C(N2C1C(NC=C2)=O)C2CCNCC2